tantalum gallium lanthanum [La].[Ga].[Ta]